FC1(CCC(CC1)C(C(=O)NC1=CC=C(C=C1)C1=C(N(C(C=C1)=O)C)C)NC(=O)C1=CC=NN1C)F N-(1-(4,4-difluorocyclohexyl)-2-((4-(1,2-dimethyl-6-oxo-1,6-dihydropyridin-3-yl)phenyl)amino)-2-oxoethyl)-1-methyl-1H-pyrazole-5-carboxamide